CCC(CC)C(=O)[O-] 3-pentyl-carboxylate